2-(4,5-dihydro-2H,3'H-spiro[furan-3,1'-isobenzofuran]-5'-yl)acetic acid methyl ester COC(CC=1C=C2COC3(C2=CC1)COCC3)=O